6-chloro-N2-(tetrahydro-2H-pyran-4-yl)-7-[3-(trifluoromethyl)phenyl]-3,4-dihydropyrrolo[1,2-a]pyrazine-2,8(1H)-dicarboxamide ClC1=C(C(=C2N1CCN(C2)C(=O)NC2CCOCC2)C(=O)N)C2=CC(=CC=C2)C(F)(F)F